FC(CCNCCOC=1C(=C(C(=CC1)F)[C@H]1N([C@@H](CC2=C1NC1=CC=CC=C21)C)C[C@@H](C(=O)OC)C)C)F Methyl (S)-3-((1R,3R)-1-(3-(2-((3,3-difluoropropyl) amino) ethoxy)-6-fluoro-2-methylbenzeneYl)-3-methyl-1,3,4,9-tetrahydro-2H-pyrido[3,4-b]Indol-2-yl)-2-methylpropionate